C(=O)[C-]1C=CC=C1.[C-]1(C=CC=C1)C=O.[Fe+2] 1,1'-diformyl-ferrocene